[Cl-].O1CCN(CC1)CC1=NC(=CC=C1)CN1CCOCC1 (2,6-bis(morpholinomethyl)pyridin) chlorid